C(C)S(=O)(=O)Cl Ethanesulfonyl chlorid